(5-(hydrazinocarbonyl)pyrazin-2-yl)pyrrolidine-1-carboxylic acid tert-butyl ester C(C)(C)(C)OC(=O)N1C(CCC1)C1=NC=C(N=C1)C(=O)NN